Tert-Butyl ((1R)-2-(tert-butoxy)-1-(7-(cyclopropyl(4,4,4-trifluorobutanamido)methyl)imidazo[1,2-b]pyridazin-2-yl)ethyl)carbamate C(C)(C)(C)OC[C@@H](C=1N=C2N(N=CC(=C2)C(NC(CCC(F)(F)F)=O)C2CC2)C1)NC(OC(C)(C)C)=O